4-Methyl-benzyl chloride CC1=CC=C(CCl)C=C1